(R,E)-N-(4-(3-((5-chloro-4-(pyrazolo[1,5-a]pyridin-3-yl)pyrimidin-2-yl)amino)pyrrolidin-1-yl)-2-methylquinazolin-7-yl)-4-(dimethylamino)but-2-enamide ClC=1C(=NC(=NC1)N[C@H]1CN(CC1)C1=NC(=NC2=CC(=CC=C12)NC(\C=C\CN(C)C)=O)C)C=1C=NN2C1C=CC=C2